C1(CC1)C=1N2C=3SC=4CCCCCC4C3C(=N[C@H](C2=NN1)C)C1=C(C=CC=C1F)F (7S)-3-cyclopropyl-9-(2,6-difluorophenyl)-7-methyl-18-thia-2,4,5,8-tetraazatetracyclo[8.8.0.02,6.011,17]octadeca-1(10),3,5,8,11(17)-pentaene